(S)-2-(trifluoromethyl)-N-(1-(3-(2-(trifluoromethyl)pyridin-4-yl)-1,2,4-oxadiazol-5-yl)ethyl)isonicotinamide FC(C=1C=C(C(=O)N[C@@H](C)C2=NC(=NO2)C2=CC(=NC=C2)C(F)(F)F)C=CN1)(F)F